ClC=1C(=NC=C(C1)F)OC=1C=CC(=NC1)C(C(=O)N)(C)N1C[C@@H](C(CC1)(F)F)C1=CNC(C=C1)=O (5-((3-chloro-5-fluoropyridin-2-yl)oxy)pyridin-2-yl)-2-((s)-4,4-difluoro-3-(6-oxo-1,6-dihydropyridin-3-yl)piperidin-1-yl)propanamide